C(=O)(OCC1C2=CC=CC=C2C2=CC=CC=C12)N[C@@H](C)C(=O)O Fmoc-Alanine